2-(3-bromo-5-(tert-butyl)phenyl)-4-(tert-butyl)pyridine BrC=1C=C(C=C(C1)C(C)(C)C)C1=NC=CC(=C1)C(C)(C)C